FC(CN1N=CC=2C1=NC(=CN2)N2CCC1(CC(NC1)=O)CC2)F 8-[1-(2,2-difluoroethyl)pyrazolo[3,4-b]pyrazin-6-yl]-2,8-diazaspiro[4.5]decan-3-one